C(#N)C1=CC(=C(COC2=CC=CC(=N2)C2CCN(CC2)[C@@H]2C=3N([C@@H](COC2)C)C2=C(N3)C=CC(=C2)C(=O)O)C=C1)F (1R,5R)-5-(4-(6-((4-cyano-2-fluorobenzyl)oxy)pyridin-2-yl)piperidin-1-yl)-1-methyl-1,2,4,5-tetrahydrobenzo[4,5]imidazo[1,2-d][1,4]oxazepine-9-carboxylic acid